3-(4-chloro-4-fluorophenyl)-5-(2-(3-fluoropyrrolidin-1-yl)-2-oxoethyl)-1-(pyridin-2-yl)-1H-pyrrolo[3,2-c]pyridin-4(5H)-one ClC1(CC=C(C=C1)C1=CN(C2=C1C(N(C=C2)CC(=O)N2CC(CC2)F)=O)C2=NC=CC=C2)F